2-chloro-7-(7-fluoro-3-(methoxymethoxy)-8-((triisopropylsilyl)ethynyl)naphthalen-1-yl)pterin ClC1(NC2=NC(=CN=C2C(N1)=O)C1=CC(=CC2=CC=C(C(=C12)C#C[Si](C(C)C)(C(C)C)C(C)C)F)OCOC)N